BrC1=CC=2C3=C(C=NC2C=C1)N(C(N3C=3C=CC(=NC3)C(C#N)(C)C)=O)C 2-(5-(8-bromo-3-methyl-2-oxo-2,3-dihydro-1H-imidazo[4,5-c]quinolin-1-yl)pyridin-2-yl)-2-methylpropanenitrile